C(C)(=O)N1[C@H](CCCC1)C(=O)NC(=N)[C@H]1N2C(N([C@H](CC1)C2)O)=O (2R)-1-acetyl-N-(((2S,5R)-6-hydroxy-7-oxo-1,6-diazabicyclo[3.2.1]oct-2-yl)(imino)methyl)piperidine-2-carboxamide